CC1=NN(C=C1)C[C@@H]1C[C@H](CN1)NC(=O)C=1OC(=CN1)C1=CC(=CC=C1)OC(F)(F)F N-((3R,5S)-5-((3-methyl-1H-pyrazol-1-yl)methyl)pyrrolidin-3-yl)-5-(3-(trifluoromethoxy)phenyl)oxazole-2-carboxamide